tert-butyl (1-formylspiro[2.5]octan-6-yl)carbamate C(=O)C1CC12CCC(CC2)NC(OC(C)(C)C)=O